C(C1=CC=CC=C1)SC=1C=CC2=C(C(=C(O2)C)C(=O)NC(CO)(CO)C)C1 5-(benzylthio)-N-(1,3-dihydroxy-2-methylpropan-2-yl)-2-methylbenzofuran-3-carboxamide